[2H]C(N1C=2N(C=3C=CC(=CC3C1=O)S(=O)(=O)NC1(CC1)C)[C@H]1[C@@H](N2)CCC1)(C=1C=NN(C1)C)[2H] (7aS,10aR)-6-(dideutero(1-methyl-1H-pyrazol-4-yl)meth-yl)-N-(1-methylcyclopropyl)-5-oxo-6,7a,8,9,10,10a-hexahydro-5H-cyclopenta[4,5]imidazo[1,2-a]quinazoline-3-sulfonamide